6-Methoxy-N-(3-(trifluoromethyl)phenyl)-2-(trifluoromethyl)-1H-imidazo[4,5-b]pyrazin-5-amin COC1=C(N=C2C(=N1)NC(=N2)C(F)(F)F)NC2=CC(=CC=C2)C(F)(F)F